CC=1C=C(C=NC1)C=1C=NC=CC1 5'-methyl-[3,3'-bipyridin]